ClC1=C(C(=NN1C1OCCCC1)C(=O)O)NC(CC)=O 5-chloro-4-(N-methylacetylamino)-1-(tetrahydro-2H-pyran-2-yl)-1H-pyrazole-3-carboxylic acid